F[C@@H]1C(N[C@H](C12CC2)COC2=NC=CC1=CC(=C(C=C21)OC(C)C)C(=O)N)=O 1-{[(4R,7S)-7-fluoro-6-oxo-5-azaspiro[2.4]hept-4-yl]methoxy}-7-(propan-2-yloxy)isoquinoline-6-carboxamide